(3-(5-carbamoyl-7-(3-methoxypropoxy)-2-(pyridazin-3-ylamino)-1H-benzo[d]imidazol-1-yl)propyl)carbamic acid benzyl ester C(C1=CC=CC=C1)OC(NCCCN1C(=NC2=C1C(=CC(=C2)C(N)=O)OCCCOC)NC=2N=NC=CC2)=O